1-pentenylmethyldiethoxysilane C(=CCCC)C[SiH](OCC)OCC